FC(C1=NC=NC=C1CO)(F)F (4-(trifluoromethyl)pyrimidin-5-yl)methanol